4-hydroxyfuran OC=1C=COC1